ClC1=C(C(=O)N[C@H](C(=O)O)CCN(CCCCC2=NC=3NCCCC3C=C2)CCOCC)C(=CC=C1)F (S)-2-(2-chloro-6-fluorobenzamido)-4-((2-ethoxyethyl)(4-(5,6,7,8-tetrahydro-1,8-naphthyridin-2-yl)butyl)amino)butanoic acid